(S)-6-amino-N-(2-(1-(4-((6-amino-2-butoxy-8-oxo-7,8-dihydro-9H-purin-9-yl)methyl)benzyl)piperidin-4-yl)ethyl)-2-(2-(aminooxy)acetamido)hexanamide NCCCC[C@@H](C(=O)NCCC1CCN(CC1)CC1=CC=C(C=C1)CN1C2=NC(=NC(=C2NC1=O)N)OCCCC)NC(CON)=O